C[C@@H]1CN(C[C@H](O1)C)CCOC1=CC=C(C=C1)CC(=O)O |o1:1,5| [4-[2-[(2R or S,6R or S)-2,6-dimethylmorpholin-4-yl]ethoxy]phenyl]acetic acid